Benzyl N-[(1R)-2-[2-(3-amino-3-oxo-propyl)-2-(2-chloro-2-fluoro-acetyl)hydrazino]-1-(cyclohexylmethyl)-2-oxo-ethyl]carbamate NC(CCN(NC([C@@H](CC1CCCCC1)NC(OCC1=CC=CC=C1)=O)=O)C(C(F)Cl)=O)=O